(6-bromo-8-((S)-1-methoxyethyl)imidazo[1,2-a]pyridin-2-yl)((3r,3'r)-3'-hydroxy-1,4-dihydro-2H-spiro[isoquinolin-3,4'-piperidin]-1'-yl)methanone BrC=1C=C(C=2N(C1)C=C(N2)C(=O)N2C[C@H]([C@@]1(CC2)NCC2=CC=CC=C2C1)O)[C@H](C)OC